S1C=2N(N=C1)C=C(N2)C2=CC=C(C=C2)C(=O)N2CCC(CC2)N2CCOCC2 (4-(imidazo[2,1-b][1,3,4]thiadiazol-6-yl)phenyl)(4-morpholinopiperidin-1-yl)methanone